FC=1C(=NC=CC1)C(C)N(C(C(=O)OC)=O)CC1=CC=C(C=C1)C(F)(F)F methyl 2-((1-(3-fluoropyridin-2-yl)ethyl)(4-(trifluoromethyl)benzyl)amino)-2-oxoacetate